COC(=O)[C@@H]1CN(CC1)C1CCC2=CC(=CC=C12)Br (3S)-1-(5-bromo-2,3-dihydro-1H-inden-1-yl)pyrrolidine-3-carboxylic acid methyl ester